C(#N)C=1C=NN2C1C(=CC(=C2)OCC)C=2C=CC(=NC2)N2CCC(CC2)(CC2=NC=CC=C2)NC(CN2CCCCC2)=O N-(1-(5-(3-cyano-6-ethoxypyrazolo[1,5-a]pyridin-4-yl)pyridin-2-yl)-4-(pyridin-2-ylmethyl)piperidin-4-yl)-2-(piperidin-1-yl)acetamide